(3S,4R)-4-((5-fluoro-6,7-bis(trifluoromethyl)pyrrolo[2,1-f][1,2,4]triazin-2-yl)amino)tetrahydro-2H-pyran-3-ol FC=1C(=C(N2N=C(N=CC21)N[C@H]2[C@@H](COCC2)O)C(F)(F)F)C(F)(F)F